C(C1=CC=CC=C1)OC1=CC2=C(N=C(N=C2Cl)C)NC1=O 6-(benzyloxy)-4-chloro-2-methylpyrido[2,3-d]pyrimidin-7(8H)-one